(2r,2'r)-2,2'-(benzylazetidinediyl)bis(propan-1-ol) C(C1=CC=CC=C1)C1(N(CC1)[C@@H](CO)C)[C@H](CO)C